ClC1=CC=C2[C@@]3(C(NC2=C1)=O)C1(N[C@H]([C@@H]3C3=C(C(=CC=C3)Cl)F)C(=O)NC3CCN(CC3)CC(=O)O)CCCCC1 2-(4-((3'R,4'S,5'R)-6''-chloro-4'-(3-chloro-2-fluorophenyl)-2''-oxodispiro[cyclohexane-1,2'-pyrrolidine-3',3''-indoline]-5'-carboxamido)piperidin-1-yl)acetic acid